CC(C=O)(C)S(=O)(=O)C1=CC=C(C=C1)C 2-methyl-2-(4-methylphenylsulphonyl)propan-1-one